O-(1,2-dihydro-2-oxo-pyridinyl)-1,1,3,3-tetramethyluronium tetrafluoroborate F[B-](F)(F)F.O=C1N(C=CC=C1)OC(=[N+](C)C)N(C)C